C(#C)C1=CC=CC=2C(N([C@H]3C=4N([C@@H](C21)C3)C3=C(N4)C=CC(=C3)C=3C=NC(=NC3)C3N(CCC3)C(=O)OC(C)(C)C)C([2H])([2H])[2H])=O tert-butyl 2-(5-((7R,14R)-1-ethynyl-6-(methyl-d3)-5-oxo-5,6,7,14-tetrahydro-7,14-methanobenzo[f]benzo[4,5]imidazo[1,2-a][1,4]diazocin-11-yl)pyrimidin-2-yl)pyrrolidine-1-carboxylate